1-benzo[b]thiophen-5-yl-ethylamine S1C2=C(C=C1)C=C(C=C2)C(C)N